7-chloro-1-(imidazo[1,2-a]pyridin-8-yl)-4-(methylamino)quinazolin-2(1H)-one ClC1=CC=C2C(=NC(N(C2=C1)C=1C=2N(C=CC1)C=CN2)=O)NC